Cl.C(C1=CC=CC=C1)NCCCCCCCCCCCCN N1-benzyldodecane-1,12-diamine, hydrochloride salt